FC1=C(C=CC=C1)[C@@H](C)O (1R)-1-(2-fluorophenyl)ethanol